ClC=1C(=NC(=CC1)C1=C(C=C(C=C1[N+](=O)[O-])C(F)(F)F)Cl)C(=O)O 3-Chloro-6-(2-chloro-6-nitro-4-(trifluoromethyl)phenyl)picolinic acid